(S)-7-(3,3-dimethylbutoxy)-6-methoxy-2-methyl-N-(1-(4-(2-((methylamino)-methyl)phenyl)thiophen-2-yl)ethyl)quinazolin-4-amine CC(CCOC1=C(C=C2C(=NC(=NC2=C1)C)N[C@@H](C)C=1SC=C(C1)C1=C(C=CC=C1)CNC)OC)(C)C